ClC=1C=C2N=CC(=NC2=CC1)C1=CC=C(C=C1)C1=CC(=C(C=C1)O)O 4'-(6-chloroquinoxalin-2-yl)-[1,1'-biphenyl]-3,4-diol